(R,E)-N-(4-(3-((5-bromo-4-methoxypyrimidin-2-yl)amino)pyrrolidine-1-carbonyl)phenyl)-4-(dimethylamino)but-2-enamide BrC=1C(=NC(=NC1)N[C@H]1CN(CC1)C(=O)C1=CC=C(C=C1)NC(\C=C\CN(C)C)=O)OC